CC1=CN=C2N1C=C(C=C2)C(=O)O 3-methylimidazo[1,2-a]pyridine-6-carboxylic acid